C(C)N1N=C(C=C1C1=NNC(=N1)C1=C2C=NN(C2=CC(=C1)C(=O)N)CCN1C[C@@H](CC1)O)C 4-[3-(1-ethyl-3-methyl-1H-pyrazol-5-yl)-1H-1,2,4-triazol-5-yl]-1-{2-[(3R)-3-hydroxypyrrolidin-1-yl]ethyl}-1H-indazole-6-carboxamide